4-(2-(((R)-((S)-2,3-dihydro-1H-pyrido[2,3-b][1,4]oxazin-3-yl)(phenyl)methyl)amino)ethyl)benzonitrile N1C2=C(O[C@@H](C1)[C@@H](C1=CC=CC=C1)NCCC1=CC=C(C#N)C=C1)N=CC=C2